[N+](=O)([O-])C1=C(C2=C(OCCO2)C=C1)NC1CN(CCCC1)C(=O)OCCCC butyl 3-(6-nitro-2,3-dihydrobenzo[b][1,4]dioxin-5-ylamino)azepane-1-carboxylate